BrC(C(=O)Cl)(C)C alpha-bromoisobutyryl chloride